2-bromo-4-{1-methyl-2-oxo-7-azaspiro[3.5]nonan-7-yl}benzoic acid BrC1=C(C(=O)O)C=CC(=C1)N1CCC2(CC(C2C)=O)CC1